ClC1=C2C(C(NC2=CC=C1)=O)C1=C(C=CC(=C1)OC)Cl 4-chloro-3-(2-chloro-5-methoxyphenyl)indolin-2-one